N1(CCC1)C=1N=CC(=NC1)[C@@H](C)N1N=CC(=C1)NC(=O)C1=NC(=CN=C1)C1=C(C(=CC=C1C(F)F)Cl)F |o1:10| (R or S)-N-(1-(1-(5-(azetidin-1-yl)pyrazin-2-yl)ethyl)-1H-pyrazol-4-yl)-6-(3-chloro-6-(difluoromethyl)-2-fluorophenyl)pyrazine-2-carboxamide